(8s,9s)-5-fluoro-8-(4-fluorobenzyl)-9-(5-methyl-8-oxo-6-thioxo-5,7-diazaspiro[3.4]octane-7-yl)-8,9-dihydro-2H-pyrido[4,3,2-de]phthalazin-3(7H)-one FC=1C=C2C=3C(=NNC(C3C1)=O)[C@H]([C@@H](N2)CC2=CC=C(C=C2)F)N2C(N(C1(CCC1)C2=O)C)=S